1-Trimethoxysilyl-2-bis(methyldimethoxysilylpropylamino)methylsilyl-ethylene CO[Si](C=C[SiH2]C(NCCC[Si](C)(OC)OC)NCCC[Si](OC)(OC)C)(OC)OC